8-(6-methoxypyridin-3-yl)-3-methyl-1-[4-piperazin-1-yl-3-(trifluoromethyl)phenyl]imidazo[5,4-c]quinolin-2-one COC1=CC=C(C=N1)C1=CC=2C3=C(C=NC2C=C1)N(C(N3C3=CC(=C(C=C3)N3CCNCC3)C(F)(F)F)=O)C